((S)-1-(2-(3-amino-3-oxo-propyl)-2-((R)-2-chloro-2-fluoroacetyl)hydrazino)-3-cyclohexyl-1-oxo-propan-2-yl)carbamic acid benzyl ester C(C1=CC=CC=C1)OC(N[C@H](C(=O)NN(C([C@H](F)Cl)=O)CCC(=O)N)CC1CCCCC1)=O